(3S,4S)-tert-Butyl 3-((7-((tert-butoxycarbonyl)(3-fluorophenyl)amino)-3-cyclopropylpyrazolo[1,5-a]pyrimidin-5-yl)amino)-4-hydroxypiperidine-1-carboxylate C(C)(C)(C)OC(=O)N(C1=CC(=NC=2N1N=CC2C2CC2)N[C@H]2CN(CC[C@@H]2O)C(=O)OC(C)(C)C)C2=CC(=CC=C2)F